C/C(/COC1CCCCC1)=C\CC\C(=C\C=C)\C (((2E,6E)-2,6-Dimethylnona-2,6,8-trien-1-yl)oxy)cyclohexane